COC1=C(C(=C(C=C1)OB(O)O)OC)OC trimethoxyphenyl-boric acid